BrC=1N=NN(N1)C 5-bromo-2-methyl-2H-tetrazole